(2S)-2-[(2S)-2-[(t-butoxycarbonyl)amino]-N-methylpropanamido]-4-methylpentanoic acid C(C)(C)(C)OC(=O)N[C@H](C(=O)N(C)[C@H](C(=O)O)CC(C)C)C